vinylene stearate C(CCCCCCCCCCCCCCCCC)(=O)O.C#C